2-(3,5-Bis((3,7-dimethyloctyl)oxy)benzyl)isoindoline-1,3-dione CC(CCOC=1C=C(CN2C(C3=CC=CC=C3C2=O)=O)C=C(C1)OCCC(CCCC(C)C)C)CCCC(C)C